3-HYDROXY-4-(METHYLAMINO)BENZALDEHYDE OC=1C=C(C=O)C=CC1NC